C(C)(C)(C)OC(NC12CC(C1)(C2)C=O)=O (3-Formylbicyclo[1.1.1]pent-1-yl)carbamic acid tert-butyl ester